NCC=1OC2=C(C1)C=C(C=C2C(F)(F)F)C2C(C2)C(=O)N2CCC(CC2)(F)F (2-(2-(aminomethyl)-7-(trifluoromethyl)benzofuran-5-yl)cyclopropyl)(4,4-difluoropiperidin-1-yl)methanone